6-bromo-4-(4-(4-fluorophenyl)piperazin-1-yl)quinazoline BrC=1C=C2C(=NC=NC2=CC1)N1CCN(CC1)C1=CC=C(C=C1)F